methyl 7-(benzyloxy)-10-(3-(ethoxycarbonyl)thioureido)-2,3-dihydro-[1,4]dioxino[2,3-h]isoquinoline-8-carboxylate C(C1=CC=CC=C1)OC1=C(N=C(C=2C3=C(C=CC12)OCCO3)NC(=S)NC(=O)OCC)C(=O)OC